5-ethyl-2-(4-methoxybenzyl)-7-methyl-1-oxo-6-phenyl-2,5-diazaspiro[3.4]octane-7-carbonitrile C(C)N1C2(CN(C2=O)CC2=CC=C(C=C2)OC)CC(C1C1=CC=CC=C1)(C#N)C